S1C(=NC2=C1C=CC=C2)NC2=C(C=C(N=N2)N(C=2SC(=C(N2)C(=O)OCC)C2CCN(CC2)CC(C)C)C)C ethyl 2-({6-[(1,3-benzothiazol-2-yl)amino]-5-methylpyridazin-3-yl}(methyl)amino)-5-[1-(2-methylpropyl)piperidin-4-yl]-1,3-thiazole-4-carboxylate